1,2-di-tetrahydrofuryl-ethane O1C(CCC1)CCC1OCCC1